6-amino-1-(4-fluorophenyl)-2-oxo-1,2-dihydropyridine-3-carboxylic acid ethyl ester C(C)OC(=O)C=1C(N(C(=CC1)N)C1=CC=C(C=C1)F)=O